methyl-N,N-diethyl-dithiocarbamic acid CSC(N(CC)CC)=S